2H,3H,5H,6H-imidazo[2,1-b][1,3]thiazole S1C=2N(CC1)CCN2